tert-butyl N-((S)-1-((E)-4-(3,3-difluoroazetidin-1-yl)-4-oxobut-2-en-1-yl)pyrrolidine-3-carbonyl)-N-methyl-L-valinate FC1(CN(C1)C(/C=C/CN1C[C@H](CC1)C(=O)N([C@@H](C(C)C)C(=O)OC(C)(C)C)C)=O)F